C(C)(C)N1N=NC2=C1C=CC(=C2)C2=NC(=NO2)C=2C=NC=CC2OC 5-(1-isopropyl-1H-benzo[d][1,2,3]triazol-5-yl)-3-(4-methoxypyridin-3-yl)-1,2,4-oxadiazole